2',2''-(propane-1,3-diylbis(oxy))bis(3'-chloro-3-(3,6-di-tert-butyl-9H-carbazol-9-yl)-5'-fluoro-5-(2,4,4-trimethylpentan-2-yl)biphenyl-2-ol) hafnium [Hf].C(CCOC1=C(C=C(C=C1Cl)F)C=1C(=C(C=C(C1)C(C)(CC(C)(C)C)C)N1C2=CC=C(C=C2C=2C=C(C=CC12)C(C)(C)C)C(C)(C)C)O)OC1(C(=CC(=CC1N1C2=CC=C(C=C2C=2C=C(C=CC12)C(C)(C)C)C(C)(C)C)C(C)(CC(C)(C)C)C)C1=CC(=CC(=C1)F)Cl)O